triethoxy(2-butoxy)silane C(C)O[Si](OC(C)CC)(OCC)OCC